3-bromo-2-ethoxy-6-(ethanesulfonyl)pyridine BrC=1C(=NC(=CC1)S(=O)(=O)CC)OCC